2-((trans-4-((3-(2-Cyclopropylthiazol-5-yl)phenyl)((trans-4-(4-methoxy-3-methylphenyl) cyclohexyl)methyl) carbamoyl) cyclohexyl)amino)-2-oxoethyl methylcarbamate CNC(OCC(=O)N[C@@H]1CC[C@H](CC1)C(N(C[C@@H]1CC[C@H](CC1)C1=CC(=C(C=C1)OC)C)C1=CC(=CC=C1)C1=CN=C(S1)C1CC1)=O)=O